C(CCCCC)C(COC(CCCCN(C(OCCN(CCOC(N(CCCCC(=O)OCC(CCCCCC)CCCCCC)CCCC)=O)CCN(CC)CC)=O)CCCC)=O)CCCCCC Bis(2-hexyloctyl)6,16-dibutyl-11-(2-(diethylamino)ethyl)-7,15-dioxo-8,14-dioxa-6,11,16-triazahenicosanedioate